C(#N)C1=NC=CC(=C1)NC(=O)C=1C=NN(C1C(F)(F)F)C1=C2C=CNC(C2=CC=C1)=O N-(2-cyanopyridin-4-yl)-1-(1-oxo-1,2-dihydroisoquinolin-5-yl)-5-(trifluoromethyl)-1H-pyrazole-4-carboxamide